O1C=C(C=C1)C=1CCN(CC1)CC=1C=C2CN(C(C2=CC1)=O)N1C(NC(CC1)=O)=O 1-(5-((4-(furan-3-yl)-3,6-dihydropyridin-1(2H)-yl)methyl)-1-oxoisoindolin-2-yl)dihydropyrimidine-2,4(1H,3H)-dione